NC1=C(N=C(S1)NC(OCC1C2=CC=CC=C2C=2C=CC=CC12)=O)C1=CC=CC=C1 (9H-fluoren-9-yl)methyl (5-amino-4-phenylthiazol-2-yl)carbamate